(S)-Methyl 4-bromo-2-phenyl-5-(trifluoromethyl)-2,3-dihydrobenzofuran-2-carboxylate BrC1=C(C=CC2=C1C[C@@](O2)(C(=O)OC)C2=CC=CC=C2)C(F)(F)F